9,9-bis(2-carboxybutyl)fluorene C(=O)(O)C(CC1(C2=CC=CC=C2C=2C=CC=CC12)CC(CC)C(=O)O)CC